acetamido methacrylate C(C(=C)C)(=O)ONC(C)=O